N-(4,4-difluorocyclohexyl)-5-(3-(2-fluoroethyl)-2-methyl-3H-imidazo[4,5-b]pyridin-5-yl)pyrrolo[2,1-f][1,2,4]triazin-2-amine FC1(CCC(CC1)NC1=NN2C(C=N1)=C(C=C2)C2=CC=C1C(=N2)N(C(=N1)C)CCF)F